ClC1=CC=C(C=C1)N1N=NC(=C1)C(=O)N(C1=CC=C(C=C1)C)C 1-(4-chlorophenyl)-N-methyl-N-(p-tolyl)-1H-1,2,3-triazole-4-carboxamide